FC1=CC2=C(NC(=N2)C2=CC(=NN2CC2=CC=C(C=C2)OC)N)C=C1 5-(5-Fluoro-1H-benzimidazol-2-yl)-1-[(4-methoxyphenyl)-methyl]pyrazol-3-amine